C1=COC=2C1=C1C=3CCCCC3C(=NC1=CC2)C2=CC=C(C=C2)O 4-(8,9,10,11-tetrahydrofurano[3,2-a]phenanthridin-7-yl)phenol